C(C)(C)C1=NNC(=C1)C(=O)N1C[C@H](C[C@@H](C1)COC=1C(=NC=CC1)C(F)(F)F)C (3-isopropyl-1H-pyrazol-5-yl)((3S,5S)-3-methyl-5-(((2-(trifluoromethyl)pyridin-3-yl)oxy)methyl)piperidin-1-yl)methanone